4-(aminomethyl)-2-iodoaniline dihydrochloride Cl.Cl.NCC1=CC(=C(N)C=C1)I